N1=NC(C2=C1C=CC=N2)=O PYRAZOLO-PYRIDONE